4-((1S,2R)-2-(cyclobutylamino)cyclopropyl)-5-methyl-N-(1-methyl-1H-pyrazol-4-yl)thiophene-2-carboxamide Dihydrochloride Cl.Cl.C1(CCC1)N[C@H]1[C@@H](C1)C=1C=C(SC1C)C(=O)NC=1C=NN(C1)C